C(=CC)N1CCC(CC1)C1CCN2C1=NC(=C2C(=O)N)C2=CC=C(C=C2)OC2=CC=CC=C2 7-(1-propenylpiperidin-4-yl)-2-(4-phenoxyphenyl)-6,7-dihydro-5H-pyrrolo[1,2-a]imidazole-3-carboxamide